5-chloro-1-{3-{3-deoxy-3-[4-(2-hydroxythiazol-4-yl)-1H-1,2,3-triazol-1-yl]-2-O-methyl-β-D-galactopyranosyl}-5-trifluoromethyl-4H-1,2,4-triazol-4-yl}-2-methylbenzene ClC=1C=CC(=C(C1)N1C(=NN=C1C(F)(F)F)[C@H]1[C@H](OC)[C@H]([C@@H](O)[C@H](O1)CO)N1N=NC(=C1)C=1N=C(SC1)O)C